FC(OC=1C=C(C=NC1)C(C)O)(F)F 1-[5-(trifluoromethoxy)-3-pyridyl]ethanol